2-(3-(ethylthio)-5-(fluoromethyl)-4-nitrophenyl)-6-fluoro-1,2,3,4-tetrahydroisoquinoline-d C(C)SC=1C=C(C=C(C1[N+](=O)[O-])CF)N1C(C2=CC=C(C=C2CC1)F)[2H]